C(C(=C)C)(=O)OCCOCCOCCOCCOCCOCCOC=1C=CC=2C(C3=CC=CC=C3OC2C1)=O 17-((9-oxo-9H-xanthen-3-yl)oxy)-3,6,9,12,15-pentaoxaheptadecyl methacrylate